tert-butyldimethylsilyl trifluoromethanesulfonate FC(S(=O)(=O)O[Si](C)(C)C(C)(C)C)(F)F